C(C)OC(=O)Cl.C(C1=CC=CC=C1)N1C(=NC=C1)CC(=O)OCC ethyl 2-(1-benzylimidazol-2-yl)acetate Ethyl-carbonochloridate